5-(2-chloro-5-(difluoromethyl)phenyl)-1-((5-methyl-1,3,4-oxadiazol-2-yl)methyl)-2-oxo-1,2-dihydropyridine-4-carboxylic acid ClC1=C(C=C(C=C1)C(F)F)C=1C(=CC(N(C1)CC=1OC(=NN1)C)=O)C(=O)O